C1(=CC=CC=C1)N1CC2(CCN(C2)C2=CC(=NC=C2)C(=O)NCC(=O)O)CC1 (4-(7-phenyl-2,7-diazaspiro[4.4]nonan-2-yl)picolinoyl)glycine